6-(6-chloro-4-((2R,5R)-4-(2-fluoroacryloyl)-5-(fluoromethyl)morpholin-2-yl)pyridin-2-yl)-N-methylpyrimidine-4-carboxamide ClC1=CC(=CC(=N1)C1=CC(=NC=N1)C(=O)NC)[C@@H]1CN([C@H](CO1)CF)C(C(=C)F)=O